6-(4-bromo-3-methoxyphenyl)-2-oxa-6-azaspiro[3.3]heptane BrC1=C(C=C(C=C1)N1CC2(COC2)C1)OC